1-(tetrahydro-2H-pyran-2-yl)-5-(4,4,5,5-tetramethyl-1,3,2-dioxaborolan-2-yl)-1H-benzo[d]Imidazole O1C(CCCC1)N1C=NC2=C1C=CC(=C2)B2OC(C(O2)(C)C)(C)C